(2S)-2-(benzyloxycarbonylamino)-3-cyclohexyl-propionic acid C(C1=CC=CC=C1)OC(=O)N[C@H](C(=O)O)CC1CCCCC1